ClC1=CC=C(C=C1)NC(N(C)[C@H](C)C1=CNC(C2=CC(=C(C=C12)F)F)=O)=O (R)-3-(4-chlorophenyl)-1-(1-(6,7-difluoro-1-oxo-1,2-dihydroisoquinolin-4-yl)ethyl)-1-methylurea